COC=1C=C(C=CC1OC)C1=CC=NC=2N1N=C(C2)C(=O)N2C[C@@H](N(CC2)C(C2=CC=NC=C2)=O)C (S)-(7-(3,4-dimethoxyphenyl)pyrazolo[1,5-a]pyrimidin-2-yl)(4-isonicotinoyl-3-methylpiperazin-1-yl)methanone